CN([C@@H]1CN(CC1)C=1C2=C(N=C(N1)NC1=CC=C(C=C1)N1CCN(CC1)C)SC=C2C)C (S)-4-(3-(dimethylamino)pyrrolidin-1-yl)-5-methyl-N-(4-(4-methylpiperazin-1-yl)phenyl)thieno[2,3-d]pyrimidine-2-amine